N-(4-Methyl-1,3-oxazol-2-yl)-2-[4-(1H-pyrazol-5-yl)benzoyl]cyclohexanecarboxamide CC=1N=C(OC1)NC(=O)C1C(CCCC1)C(C1=CC=C(C=C1)C1=CC=NN1)=O